C(C1=CC=CC=C1)NCCC1=NN=NN1 N-benzyl-2-(1H-tetrazol-5-yl)ethylamine